C(C)(C)N1C(=NN2C(C1=O)=NC=C2C=2C=NN(C2)C2OCCCC2)N(CCC2OCCC2)C 3-Isopropyl-2-(methyl(2-(tetrahydrofuran-2-yl)ethyl)amino)-7-(1-(tetrahydro-2H-pyran-2-yl)-1H-pyrazol-4-yl)imidazo[2,1-f][1,2,4]triazin-4(3H)-one